(1R,2R,4S)-4-methyl-cyclohexane-1,2-diamine C[C@@H]1C[C@H]([C@@H](CC1)N)N